1,4,5,6-tetramethyl-bicyclo[2.2.2]oct-2-ene-2,3-dicarboxylic acid diisobutyl ester C(C(C)C)OC(=O)C=1C2(C(C(C(C1C(=O)OCC(C)C)(CC2)C)C)C)C